3-(4-aminophenyl)propanamide NC1=CC=C(C=C1)CCC(=O)N